Rac-6-{[(3RS,4SR)-4-hydroxyoxolane-3-yl]oxy}-N-[6-(2-methylphenyl)-5-(trifluoromethyl)pyridin-2-yl]pyridine-2-sulfonamide O[C@@H]1[C@@H](COC1)OC1=CC=CC(=N1)S(=O)(=O)NC1=NC(=C(C=C1)C(F)(F)F)C1=C(C=CC=C1)C |r|